ClC1=CC(=C(O[C@H](C(=O)O)CC)C=C1)C1=CC=NO1 (2S)-2-[4-chloro-2-(1,2-oxazol-5-yl)phenoxy]butanoic acid